N-(3-bromophenethyl)-2,4,6-trimethyl-N-((3'-(methylsulfonyl)-[1,1'-biphenyl]-4-yl)methyl)benzenesulfonamide BrC=1C=C(CCN(S(=O)(=O)C2=C(C=C(C=C2C)C)C)CC2=CC=C(C=C2)C2=CC(=CC=C2)S(=O)(=O)C)C=CC1